(Sa,R)-6-(4-(propane-1-yn-1-yl)-1-(1-(4-(pyrrolidin-1-yl)phenyl)ethyl)-1H-indazole-7-carboxamido)spiro[3.3]heptane-2-carboxylic acid C(#CC)C1=C2C=NN(C2=C(C=C1)C(=O)NC1CC2(CC(C2)C(=O)O)C1)[C@H](C)C1=CC=C(C=C1)N1CCCC1